NCC(CCCN)CCN 4-(aminomethyl)hexane-1,6-diamine